O1N=C(C=C1)CNC(C1=CC=C(C=C1)C1=CC=CC=2N1N=CC2C(=O)N2CCCCC2)=O N-(isoxazol-3-ylmethyl)-4-(3-(piperidine-1-carbonyl)pyrazolo[1,5-a]Pyridin-7-yl)benzamide